3-(4-methoxyphenyl)cyclopentane-1-carboxylic acid COC1=CC=C(C=C1)C1CC(CC1)C(=O)O